6-methyl-2-(5-methyl-1H-pyrrol-2-yl)-N-(3-(4'-(trifluoromethoxy)-[1,1'-biphenyl]-4-yl)propyl)thieno[2,3-d]pyrimidin-4-amine CC1=CC2=C(N=C(N=C2NCCCC2=CC=C(C=C2)C2=CC=C(C=C2)OC(F)(F)F)C=2NC(=CC2)C)S1